OC1CCN(CC1)C1=C(C=C(C=C1)C)NS(=O)(=O)C1=CC=C(C=C1)S(=O)(=O)N(C)C N1-(2-(4-hydroxypiperidin-1-yl)-5-methylphenyl)-N4,N4-dimethylbenzene-1,4-disulfonamide